(R)-2-((2,5-dichlorophenyl)sulfonamido)-4-morpholino-4-oxobutanal ClC1=C(C=C(C=C1)Cl)S(=O)(=O)N[C@@H](C=O)CC(=O)N1CCOCC1